ClC1=NNC2=NC=C(N=C21)N[C@@H](C)C=2C=C(C=CC2)NC(C2=CN=CC(=C2)C)=O (S)-N-(3-(1-((3-chloro-1H-pyrazolo[3,4-b]pyrazin-5-yl)amino)ethyl)phenyl)-5-methylnicotinamide